tri(hydroxymethyl)propane CCC(CO)(CO)CO